3-(2,4-dihydroxyphenyl)-7-hydroxy-5-methoxy-8-(2-methyl-3-butene-2-yl)coumarin OC1=C(C=CC(=C1)O)C=1C(OC2=C(C(=CC(=C2C1)OC)O)C(C)(C=C)C)=O